5-(3-chlorophenyl)-N-(furan-3-ylmethyl)-7H-pyrrolo[2,3-d]pyrimidin-4-amine ClC=1C=C(C=CC1)C1=CNC=2N=CN=C(C21)NCC2=COC=C2